COC1=C(C(=O)NCC(F)(F)F)C(=CC(=C1)C1=CN=C2N1C=CC(=C2)C2CNCCC2)OC 2,6-dimethoxy-4-[7-(3-piperidyl)imidazo[1,2-a]pyridin-3-yl]-N-(2,2,2-trifluoroethyl)benzamide